2-((R)-1,2-diacetoxyethyl)-6-(phosphonooxy)tetrahydro-2H-pyran-3,4,5-triyl triacetate triethylammonium Salt C(C)[NH+](CC)CC.C(C)(=O)OC1C(OC(C(C1OC(C)=O)OC(C)=O)OP(=O)(O)O)[C@@H](COC(C)=O)OC(C)=O